[Na].C(C)(C)(C)[Si](O[C@H]1C[C@H](OC1)CN(S(=O)(=O)NC(=O)NC1=C2CCCC2=CC=2CCCC12)C=1C=NN(C1)C)(C)C 1-[[(2S,4S)-4-[tert-butyl-(dimethyl)silyl]oxytetrahydrofuran-2-yl]methyl-(1-methylpyrazol-4-yl)sulfamoyl]-3-(1,2,3,5,6,7-hexahydro-s-indacen-4-yl)urea, sodium salt